ClC1=CC=NC2=C(C(N(C=C12)N1CCOCC1)=O)C=1CCN(CC1)C 4-chloro-8-(1-methyl-1,2,3,6-tetrahydropyridin-4-yl)-6-morpholino-1,6-naphthyridin-7(6H)-one